2-methoxy-4-(5-hydroxy-6,7-dimethoxy-4-oxo-4H-chromen-2-yl)phenolate COC1=C(C=CC(=C1)C=1OC2=CC(=C(C(=C2C(C1)=O)O)OC)OC)[O-]